C1(CC1)C1=C(C=NC=C1)N([C@@H]1CN(CC1)C1=NC=C(C=C1)C(F)(F)F)C1=CC=C(C=C1)C(F)(F)F (S)-4-Cyclopropyl-N-(4-(trifluoromethyl)phenyl)-N-(1-(5-(trifluoromethyl)pyridin-2-yl)pyrrolidin-3-yl)pyridin-3-amine